C(C)(C)(C)OC(NCCO)=O tert-butyl-N-(2-hydroxyethyl)carbamate